6-((Z)-benzylidene)piperazine-2,5-dione C(/C1=CC=CC=C1)=C/1\C(NCC(N1)=O)=O